Triphenylbenzyl-phosphonium chloride [Cl-].C1(=CC=CC=C1)[P+](CC1=CC=CC=C1)(C1=CC=CC=C1)C1=CC=CC=C1